C(C)(C)N1N=C(C(=C1C)O)C1=C(C=C(C=C1)F)F 1-isopropyl-3-(2,4-difluorophenyl)-5-methyl-pyrazol-4-ol